lithium fluorocarboxylate salt FC(=O)[O-].[Li+]